BrC1=CC(=CC=C1)OC (E)-2-bromo-6-methoxybenzene